ClC=1C=C(C=CC1CCN[C@H](C1=CC=CC=C1)[C@@H]1NC2=C(C=CC=C2NC1)C#N)[C@H](C(=O)O)C |o1:29| (R or S)-2-(3-chloro-4-(2-(((R)-((R)-8-cyano-1,2,3,4-tetrahydroquinoxalin-2-yl)(phenyl)methyl)amino)ethyl)phenyl)propanoic acid